ClC1=NC=CC(=N1)NC1=C(SC=C1)C(=O)N 3-((2-chloropyrimidin-4-yl)amino)thiophene-2-carboxamide